NC=1C=2N(C3=CC(=C(C=C3N1)Cl)C(=O)OC)C=NC2 methyl 4-amino-7-chloroimidazo[1,5-a]quinoxalin-8-carboxylate